NC1=NC=NC=2N(C3=CC=C(C=C3C21)C2=C(C=CC=C2)C)CC(=O)O 2-(4-amino-6-(o-tolyl)-9H-pyrimido[4,5-b]indol-9-yl)acetic acid